2-(5-Bromo-2-(hydroxymethyl)-1H-indol-3-yl)-2-methylpropan-1-ol BrC=1C=C2C(=C(NC2=CC1)CO)C(CO)(C)C